ClC=1C(=NC(=NC1NC=1C=C2CC(N(C2=CC1)C)=O)N1C[C@H]([C@@H](CC1)NC=1C=C2C=NN(C2=CC1)C1C(NC(CC1)=O)=O)C)F 3-(5-(((3R,4R)-1-(5-chloro-4-fluoro-6-((1-methyl-2-oxoindolin-5-yl)amino)pyrimidin-2-yl)-3-methylpiperidin-4-yl)amino)-1H-indazol-1-yl)piperidine-2,6-dione